CN1N=CC(=C1)C=1N(C(C2=C(N1)C=NC(=C2)C2=CC=C(C=C2)C(F)(F)F)=O)CC(C(F)(F)F)O (1-methyl-1H-pyrazol-4-yl)-3-(3,3,3-trifluoro-2-hydroxypropyl)-6-(4-(trifluoromethyl)phenyl)pyrido[3,4-d]pyrimidin-4(3H)-one